N-hydroxy-4-((N-(pyridin-3-ylmethyl)thiophene-3-sulfonamido)methyl)benzamide ONC(C1=CC=C(C=C1)CN(S(=O)(=O)C1=CSC=C1)CC=1C=NC=CC1)=O